(5-bromo-2-chlorophenyl)(2,3-dihydrobenzofuran-5-yl)methanone BrC=1C=CC(=C(C1)C(=O)C=1C=CC2=C(CCO2)C1)Cl